FC1=C(C=C2C=CN(C(C2=C1)=O)CCCN(NC=1C=NNC(C1C(F)(F)F)=O)C)C1=NC=C(C=N1)C(F)(F)F 7-fluoro-2-(3-(1-methyl-2-(6-oxo-5-(trifluoromethyl)-1,6-dihydropyridazin-4-yl)hydrazineyl)propyl)-6-(5-(trifluoromethyl)pyrimidin-2-yl)isoquinolin-1(2H)-one